BrC1=C(C(=C(C(=O)OC)C(=C1)F)O)O Methyl 4-bromo-6-fluoro-2,3-dihydroxybenzoate